1,4-bisaminobutyl-piperazine NC(CCCN)N1CCNCC1